dihydro-5H-cyclopenta[d]pyridazin-4-amine C1NN=C(C2=C1C=CC2)N